tert-Butyl {[3-(3-methyl-5-aminopyridin-2-yl)-1,2,4-oxadiazol-5-yl]methyl}carbamate CC=1C(=NC=C(C1)N)C1=NOC(=N1)CNC(OC(C)(C)C)=O